(2S)-1-(1-amino-4-chloro-imidazol-2-yl)-2-methoxy-propan-1-one NN1C(=NC(=C1)Cl)C([C@H](C)OC)=O